C(C)(C)(C)OC(=O)NC=1N=C(N(C1)C)C(=O)O 4-((tert-butoxycarbonyl)amino)-1-methyl-1H-imidazole-2-carboxylic acid